2-(2,6-Dioxopiperidin-3-yl)-5-(1-(4-(4-(quinoxalin-2-yl)-1H-pyrazol-1-yl)butyl)azetidin-3-yl)isoindoline-1,3-dione O=C1NC(CCC1N1C(C2=CC=C(C=C2C1=O)C1CN(C1)CCCCN1N=CC(=C1)C1=NC2=CC=CC=C2N=C1)=O)=O